(R)-4-((1-(pyridin-3-ylmethyl)pyrrolidin-3-yl)methoxy)phenyl-ethyl-carbamic acid tert-butyl ester C(C)(C)(C)OC(N(CC)C1=CC=C(C=C1)OC[C@H]1CN(CC1)CC=1C=NC=CC1)=O